(8S,9S,10S,13S,14S,17S)-10-hydroxy-13-methyl-3-oxo-6,7,8,9,10,11,12,13,14,15,16,17-dodecahydro-3H-cyclopenta[a]phenanthren-17-yl D-prolinate N1[C@H](CCC1)C(=O)O[C@H]1CC[C@H]2[C@@H]3CCC4=CC(C=C[C@@]4([C@H]3CC[C@]12C)O)=O